methyl-6-nitro-1',2',3',6'-tetrahydro-3,4'-bipyridine hydrochloride Cl.CC1=NC(=CC=C1C=1CCNCC1)[N+](=O)[O-]